N1-(6-chloro-1,7-naphthyridin-4-yl)benzene-1,4-diamine ClC=1C=C2C(=CC=NC2=CN1)NC1=CC=C(C=C1)N